C(N)(=O)C=1SC2=C(C1[C@@H]1CN(CCO1)S(=O)(=O)C1CCN(CC1)C(=O)OC(C)(C)C)C=CC=C2 |r| rac-tert-butyl 4-[2-(2-carbamoylbenzothiophen-3-yl)morpholin-4-yl]sulfonylpiperidine-1-carboxylate